5-(5-((R)-1-(3,5-Dichloro-2-methylpyridin-4-yl)ethoxy)-1H-indazol-3-yl)-N-((R)-tetrahydrofuran-3-yl)pyridin-2-amine ClC=1C(=NC=C(C1[C@@H](C)OC=1C=C2C(=NNC2=CC1)C=1C=CC(=NC1)N[C@H]1COCC1)Cl)C